methyl 1-benzyl-5,5-difluoro-piperidine-2-carboxylate C(C1=CC=CC=C1)N1C(CCC(C1)(F)F)C(=O)OC